FC=1C(=NC=CC1C)[C@@H](CCOC)N1C[C@@H](N([C@@H](C1)C)C(C(C)C)=O)C(=O)NCC1=CC=C(C=C1)C1=NC(=CN=C1)OC (2R,6R)-4-[(1R)-1-(3-fluoro-4-methylpyridin-2-yl)-3-methoxypropyl]-N-{[4-(6-methoxypyrazin-2-yl)phenyl]methyl}-6-methyl-1-(2-methylpropanoyl)piperazine-2-carboxamide